BrC=1C=C(C=CC1CC1=CC=C(C=C1)CCC1CCNCC1)C(C)(C)O 2-[3-bromo-4-[[4-[2-(4-piperidyl)ethyl]phenyl]methyl]phenyl]propan-2-ol